CC1=C(C=C(C(=C1C)OCCC)CC)O 2,3-Dimethyl-5-ethyl-4-propoxyphenol